N-methyl-1-(2-oxo-3,4-dihydro-1H-quinolin-6-yl)benzimidazole-5-carboxamide CNC(=O)C1=CC2=C(N(C=N2)C=2C=C3CCC(NC3=CC2)=O)C=C1